OC(C(=O)O)CCCCCC\C=C/CCCCCCCC α-hydroxyoleic acid